C(C)(C)(C)C1CCC=2C(=CN(C2C1)S(=O)(=O)C1=CC=C(C)C=C1)S(=O)(=O)N 6-(tert-butyl)-1-tosyl-4,5,6,7-tetrahydro-1H-indole-3-sulfonamide